FC1=CC=C(CN2CCC(CC2)(O)CN2C=NC3=C(C2=O)C=NN3C3=CC=C(C=C3)F)C=C1 5-((1-(4-Fluorobenzyl)-4-hydroxypiperidin-4-yl)methyl)-1-(4-fluorophenyl)-1,5-dihydro-4H-pyrazolo[3,4-d]pyrimidin-4-one